N1N2C(C=C1)=C(C1(C2)CCNCC1)N 6'h-spiro[piperidin-4,5'-pyrrolo[1,2-b]pyrazol]-4'-amine